(2S,3R,4S,5R,6R)-2-(((R)-(4-Hydroxy-1-methylpiperidin-4-yl)(o-tolyl)methyl)thio)-6-(hydroxymethyl)-4-(4-(3,4,5-trifluorophenyl)-1H-1,2,3-triazol-1-yl)tetrahydro-2H-pyran-3,5-diol OC1(CCN(CC1)C)[C@H](S[C@@H]1O[C@@H]([C@@H]([C@@H]([C@H]1O)N1N=NC(=C1)C1=CC(=C(C(=C1)F)F)F)O)CO)C1=C(C=CC=C1)C